COC1=C(CNC=2C3=C(N=CN2)C(=CS3)C=3C=NN(C3)C=3C=C(C=CC3C)NC(=O)N3CC(CC3)OC(F)(F)F)C=CC(=C1)OC N-(3-(4-(4-((2,4-dimethoxybenzyl)amino)thieno[3,2-d]pyrimidin-7-yl)-1H-pyrazol-1-yl)-4-methylphenyl)-3-(trifluoromethoxy)pyrrolidine-1-carboxamide